ClC1=C2C=CC(=NC2=C(C(=C1)Cl)O)CN(C)C 5,7-dichloro-2-[(dimethylamino)methyl]-8-quinolinol